ClC(=O)N1C[C@H](N[C@H](C1)C)C (2R,6S)-4-(chloroformyl)-2,6-dimethyl-piperazine